(R)-7-chloro-N-(3-((3-methoxypyrrolidin-1-yl)methyl)-5-(trifluoromethyl)phenyl)-1-methyl-6-((6-(methylamino)pyrazolo[1,5-a]pyrazin-3-yl)oxy)-1H-imidazo[4,5-b]pyridin-2-amine ClC1=C2C(=NC=C1OC=1C=NN3C1C=NC(=C3)NC)N=C(N2C)NC2=CC(=CC(=C2)C(F)(F)F)CN2C[C@@H](CC2)OC